B(O)(O)O.NCCC1=CNC2=CC=CC=C12 tryptamine borate